C(#N)C1=CC(=C(OC=2C3=C(N=C(N2)NC2=CC=C(C=C2)C#N)CCN(C3)C([C@H](CCCCNC(OC(C)(C)C)=O)NC(OC(C)(C)C)=O)=O)C(=C1)C)C (S)-di-tert-butyl (6-(4-(4-cyano-2,6-dimethylphenoxy)-2-((4-cyanophenyl)amino)-7,8-dihydropyrido[4,3-d]pyrimidine-6(5H)-yl)-6-oxohexane-1,5-diyl)dicarbamate